racemic-7,8-dichloro-10-((2-hydroxyethyl)amino)-1-methyl-3,4,5,6-tetrahydroazepino[4,5-b]indol-2(1H)-one ClC1=C(C=C(C=2C3=C(NC12)CCNC([C@@H]3C)=O)NCCO)Cl |r|